(E)-(((difluoro(4-(3-(4-nitrophenoxy)-3-oxoprop-1-en-1-yl)phenyl)methyl)phosphoryl)bis(oxy))bis(methylene)bis(2,2-dimethylpropanoate) FC(P(=O)(OCCC(C(=O)[O-])(C)C)OCCC(C(=O)[O-])(C)C)(C1=CC=C(C=C1)\C=C\C(=O)OC1=CC=C(C=C1)[N+](=O)[O-])F